4-morpholino-6-(pyridin-3-yl)-2-(3-(m-tolyl)-1H-pyrazol-1-yl)furo[3,2-d]pyrimidine O1CCN(CC1)C=1C2=C(N=C(N1)N1N=C(C=C1)C=1C=C(C=CC1)C)C=C(O2)C=2C=NC=CC2